C(CCCC)(=O)OCC=C allyl pentanate